8-Methyl-7-((2-methyl-1H-benzo[d]imidazol-6-yl)oxy)-2-(1-(piperidin-4-yl)-1H-pyrazol-4-yl)quinoxaline CC=1C(=CC=C2N=CC(=NC12)C=1C=NN(C1)C1CCNCC1)OC=1C=CC2=C(NC(=N2)C)C1